C(C)(C)(C)C=1C=C(C=CC1)[C@@H]1C[C@H](N(CC1)C(=O)C1CC2(C1)NC(OC2)=O)C (2S,4S)-2-((2R,4S)-4-(3-(tert-butyl)phenyl)-2-methylpiperidine-1-carbonyl)-7-oxa-5-azaspiro[3.4]octan-6-one